C(C\C=C/CC)C(=O)O.C(=O)OCC\C=C/CC cis-3-hexenyl formate ((Z)-hex-3-en-1-yl formate)